2-(((1R,5S,6s)-3-((benzyloxy)carbonyl)-3-azabicyclo[3.1.0]hexan-6-yl)oxy)-6-(4-fluorophenyl)isonicotinic acid C(C1=CC=CC=C1)OC(=O)N1C[C@@H]2C([C@@H]2C1)OC=1C=C(C(=O)O)C=C(N1)C1=CC=C(C=C1)F